F[C@@H]1CNCC[C@@H]1N(C)C1=C(C(=CC=C1\C=C(\C=1N=C(SC1)C1=CN=NC=C1)/F)OC1=C(C=CC=C1)F)C(F)(F)F (3R,4S)-3-Fluoro-N-(6-((Z)-2-fluoro-2-(2-(pyridazin-4-yl)thiazol-4-yl)vinyl)-3-(2-fluorophenoxy)-2-(trifluoromethyl)phenyl)-N-methylpiperidin-4-amine